2-([1-[(2-Chlorophenyl)methyl]-5-[3-(tetrahydropyran-4-ylmethoxy)phenyl]1H-pyrazol-3-yl]methoxy)-2-methylpropanoic acid ClC1=C(C=CC=C1)CN1N=C(C=C1C1=CC(=CC=C1)OCC1CCOCC1)COC(C(=O)O)(C)C